BrC1=CC(=C2C(=NC=NC2=C1)O)OC(C)C1NCCOC1 7-bromo-5-(1-(morpholin-3-yl)ethoxy)quinazolin-4-ol